C(#N)C=1C(=NC(=C(C1CC)C#N)N1CCC(CC1)N1CCOCC1)SC(C(=O)N)C1=CC=CC=C1 2-((3,5-dicyano-4-ethyl-6-(4-morpholinopiperidin-1-yl)pyridin-2-yl)sulfanyl)-2-phenylacetamide